COC1=CC=C(C=N1)C=1C=C2C(=NC=NC2=CC1)C 6-(6-methoxypyridin-3-yl)-4-methylquinazolin